C(C1=CC=CC=C1)OC1=NC(=CC=C1N1C(C2=CC=C(C=C2C1)C(=O)N1[C@@H](C2=C(C=CC=C2C1)F)C)=O)OCC1=CC=CC=C1 (R)-2-(2,6-bis(benzyloxy)pyridin-3-yl)-5-(7-fluoro-1-methylisoindoline-2-carbonyl)isoindolin-1-one